Cl.C(C)S(=O)(=O)NC1C(NCC1)CC=1C=C(C=CC1)C1=C(C(=CC(=C1)F)F)CCCCCCC(=O)O 7-(3'-((3-(ethylsulfonamido)pyrrolidin-2-yl)methyl)-3,5-difluoro-[1,1'-biphenyl]-2-yl)heptanoic acid hydrochloride